3-[2-[2-(dimethylamino)ethoxy]ethyl]-1-[3-(2-methoxyphenyl)-1H-pyrrolo[2,3-b]pyridin-6-yl]urea CN(CCOCCNC(NC1=CC=C2C(=N1)NC=C2C2=C(C=CC=C2)OC)=O)C